1-(3-(2-methoxyethyl)-7-morpholino-3H-imidazo[4,5-b]pyridin-5-yl)-3-(m-tolyl)-1H-pyrazole-5-carboxylic acid COCCN1C=NC=2C1=NC(=CC2N2CCOCC2)N2N=C(C=C2C(=O)O)C=2C=C(C=CC2)C